2-(o-tolyl)pyridine C1(=C(C=CC=C1)C1=NC=CC=C1)C